COC(C1=CC=C2C3(CC(N(C2=N1)COCC[Si](C)(C)C)C3)O)OC 7-(dimethoxymethyl)-4-hydroxy-1-((2-(trimethylsilyl)ethoxy)methyl)-1,2,3,4-tetrahydro-2,4-methylene-1,8-naphthyridine